COC1=CC=C(CN(S(=O)(=O)C2=C(C=CC(=C2C=2N=NN(N2)CC2=CC=C(C=C2)OC)C2=CC=CC3=C2N=C(S3)C(N)=N)S(=O)(=O)CCNC(OC(C)(C)C)=O)CC3=CC=C(C=C3)OC)C=C1 tert-butyl (2-((2-(N,N-bis(4-methoxybenzyl)sulfamoyl)-4-(2-carbamimidoylbenzo[d]thiazol-4-yl)-3-(2-(4-methoxybenzyl)-2H-tetrazol-5-yl)phenyl)sulfonyl)ethyl)carbamate